2-[4-(benzyloxy)-1H-pyrazol-1-yl]-3-iodo-6-(trifluoromethyl)imidazo[1,2-a]pyridine C(C1=CC=CC=C1)OC=1C=NN(C1)C=1N=C2N(C=C(C=C2)C(F)(F)F)C1I